FC1=CC=C(CC[C@@]2(CN(CC2)C(C)(C)C=2C=CC(=NC2)C)CS(=O)(=O)C)C=C1 (R)-5-(2-(3-(4-fluorophenethyl)-3-((methylsulfonyl)methyl)pyrrolidin-1-yl)propan-2-yl)-2-methylpyridine